3-benzyl-5-methylideneimidazoline-2,4-dione C(C1=CC=CC=C1)N1C(NC(C1=O)=C)=O